thio-xanthone C1=CC=CC=2SC3=CC=CC=C3C(C12)=O